N-(pyrrolidin-3-yl)-1H-pyrazol-4-amine N1CC(CC1)NC=1C=NNC1